(E)-2-(2-chloro-6-(trifluoromethyl)styryl)-3-ethylimidazo[1,2-a]Pyridine-7-carboxylic acid ClC1=C(/C=C/C=2N=C3N(C=CC(=C3)C(=O)O)C2CC)C(=CC=C1)C(F)(F)F